4-dimethylamino-2'-hydroxy-4'-methoxy-5'-(methylpiperazin-1-yl)methyl-chalcone CN(C1=CC=C(C=C1)\C=C\C(=O)C1=C(C=C(C(=C1)CN1C(CNCC1)C)OC)O)C